N1=C(C=CC=C1)C1=CC=C(C(=O)O)C=C1 4-(pyridine-2-yl)benzoic acid